O=C1C(=C(OC2=CC=CC=C12)C1=CC=CC=C1)OC(CCC1=CC=C(C=C1)Cl)=O 3-(4-chlorophenyl)propionic acid 4-oxo-2-phenyl-4H-chromen-3-yl ester